4-({3-[(1-cyanocyclopropyl)carbamoyl]-2-methylphenyl}amino)-3-cyclopropyl-N-(1,3-diazinan-2-ylidene)benzamide C(#N)C1(CC1)NC(=O)C=1C(=C(C=CC1)NC1=C(C=C(C(=O)N=C2NCCCN2)C=C1)C1CC1)C